(2R,3R)-2-(3,4-dihydroxyphenyl)-3,4-dihydro-2H-1-benzopyran-3,5,7-triol OC=1C=C(C=CC1O)[C@H]1OC=2C(C[C@H]1O)=C(C=C(C2)O)O